NC(CCCCNC(CN1CCN(CCN(CCN(CC1)CC(=O)O)CC(=O)O)CC(=O)O)=O)C(=O)N 2,2',2''-(10-(2-((5,6-diamino-6-oxohexyl)amino)-2-oxoethyl)-1,4,7,10-tetraazacyclododecane-1,4,7-triyl)triacetic acid